C(C)(=O)OC(C(\C=C\C)C)C1=CC=C(C=C1)C (E)-2-methyl-1-(p-tolyl)pent-3-en-1-yl acetate